N1=CC=C(C=C1)O[C@H]1CN(CC1)C(=O)OC(C)(C)C tert-butyl (3R)-3-(4-pyridyloxy)pyrrolidine-1-carboxylate